CN1C(N(C(C(=C1)NCCC1=CC=CC=C1)=O)CC(=O)OCC)=O ethyl 2-(3-methyl-2,6-dioxo-5-(phenethylamino)-3,6-dihydropyrimidin-1(2H)-yl)acetate